6-((1R,4R,7R)-7-amino-2-aza-bicyclo[2.2.1]heptan-2-yl)-3-(3,4-dichloro-2-methyl-2H-indazol-5-yl)-5-methyl-1,5-dihydro-4H-pyrazolo[3,4-d]pyrimidin-4-one N[C@H]1[C@@H]2N(C[C@H]1CC2)C=2N(C(C1=C(N2)NN=C1C1=C(C2=C(N(N=C2C=C1)C)Cl)Cl)=O)C